2-cyclohexyl-2,2-difluoroacetaldehyde C1(CCCCC1)C(C=O)(F)F